FC1(CC(C1)C1(CC1)NC(=O)NCC1=CC(=NC=C1)OCC(F)(F)F)F 1-[1-(3,3-difluorocyclobutyl)cyclopropyl]-3-[[2-(2,2,2-trifluoroethoxy)pyridin-4-yl]methyl]urea